COC1=CC=C(C=C1)C(C(=O)O)CC(C(=O)O)C1=CC=C(C=C1)OC(F)(F)F 2-(4-methoxyphenyl)-4-(4-(trifluoromethoxy)phenyl)pentanedioic acid